C(C1=CC=CC=C1)OC=1C=CC2=C(C(=C(S2)C)C(=O)NC(C(=O)N)(C)C)C1 2-{[5-(benzyloxy)-2-methyl-1-benzothiophen-3-yl]formamido}-2-methylpropanamide